BrC1=C2C=CNC2=C(C=C1F)CNC(C1=C(C=CC(=C1)F)OC)=O N-((4-bromo-5-fluoro-1H-indol-7-yl)methyl)-5-fluoro-2-methoxybenzamide